2-amino-6-borono-2-(3-(methyl-(naphthalen-1-ylmethyl)amino)propyl)hexanoic acid NC(C(=O)O)(CCCCB(O)O)CCCN(CC1=CC=CC2=CC=CC=C12)C